FC=1C=CC(=NC1)CN1C[C@H]2C([C@H]2C1)CS(=O)(=O)N1[C@H]2CC(C[C@@H]1CC2)NC(=O)C2=NOC(=C2)C2COC2 N-((1R,3R,5S)-8-((((1R,5S,6r)-3-((5-Fluoropyridin-2-yl)methyl)-3-azabicyclo[3.1.0]hexan-6-yl)methyl)sulfonyl)-8-azabicyclo[3.2.1]octan-3-yl)-5-(oxetan-3-yl)isoxazole-3-carboxamide